C(C)C(C(=O)OCC=1C(=NC=CC1)C1CCOC2(CCCC2)C1)[C@@H](CC#N)O (2-(6-oxaspiro[4.5]decan-9-yl)pyridin-3-yl)methanol Ethyl-(3R)-4-cyano-3-hydroxybutyrate